bis-(1H-imidazol-1-yl)methanone N1(C=NC=C1)C(=O)N1C=NC=C1